8-(2-methoxypyridin-4-yl)-9-methyl-6-(piperidin-1-yl)-2-(1-(2,2,2-trifluoroethyl)-1H-pyrazol-3-yl)-9H-purine COC1=NC=CC(=C1)C=1N(C2=NC(=NC(=C2N1)N1CCCCC1)C1=NN(C=C1)CC(F)(F)F)C